C(C)SC1=CC=2C(C3=CC=CC=C3SC2C(=C1)SCC)=O 2,4-diethylthiothioxanth-9-one